COC(C1=C(C=CC=C1)CNC1CCC(CC1)C(NC1=CC(=C(C=C1)C)OC)=O)=O.C(CCCCCCCCCCCC)[Si](OC)(OC)OC n-tridecyl-trimethoxysilane methyl-2-(((1s,4s)-4-(3-methoxy-4-methylphenylcarbamoyl)cyclohexylamino)methyl)benzoate